laurylhydroxyethylimidazolinium C(CCCCCCCCCCC)[N+]1(C=NCC1)CCO